N1(N=CC=C1)C1=CC=C(CN2C(C=3C=CC=NC3C(=C2)C(=O)N[C@@H]2[C@H](CCC2)O)=O)C=C1 6-(4-(1H-pyrazol-1-yl)benzyl)-N-((1S,2S)-2-hydroxycyclopentyl)-5-oxo-5,6-dihydro-1,6-naphthyridine-8-carboxamide